6-(Imidazo[1,2-a]pyridin-3-carbonyl)-N-(3-morpholino-5-(trifluoromethyl)phenyl)-4,5,6,7-tetrahydrothieno[2,3-c]pyridin-3-carboxamid N=1C=C(N2C1C=CC=C2)C(=O)N2CC1=C(CC2)C(=CS1)C(=O)NC1=CC(=CC(=C1)C(F)(F)F)N1CCOCC1